C(C)(C)OC(C)(C)C=1N=C(SC1)NC(=O)C=1N(C=CC1)CC1CCN(CC1)C N-(4-(2-isopropoxypropan-2-yl)thiazol-2-yl)-1-((1-methylpiperidin-4-yl)methyl)-1H-pyrrole-2-carboxamide